trans-4-(4-Chlorophenyl)-N,N-dimethyl-5-(4-(pyridin-2-yloxy)cyclohexyl)-4H-1,2,4-triazol-3-amin ClC1=CC=C(C=C1)N1C(=NN=C1[C@@H]1CC[C@H](CC1)OC1=NC=CC=C1)N(C)C